1-{[2-(1-Ethyl-7-methyl-1H-indol-2-yl)-1-methyl-1H-benzimidazol-5-yl]carbonyl}-3-piperidinamine C(C)N1C(=CC2=CC=CC(=C12)C)C1=NC2=C(N1C)C=CC(=C2)C(=O)N2CC(CCC2)N